C(=O)C=1C=C(C=NC1)C(=O)NC1=C(C=CC(=C1)OCC1=NC=C(C=C1)OC)O 5-formyl-N-{2-hydroxy-5-[(5-methoxypyridin-2-yl)methoxy]phenyl}pyridine-3-carboxamide